4-(2-acryloyl-2,7-diazaspiro[3.5]nonan-7-yl)-6-(5-methyl-1H-indazol-4-yl)-2-(2-(pyridin-2-yl)ethoxy)pyrimidine-5-carbonitrile C(C=C)(=O)N1CC2(C1)CCN(CC2)C2=NC(=NC(=C2C#N)C2=C1C=NNC1=CC=C2C)OCCC2=NC=CC=C2